N-(trans-4-(2-(4-(3-Chloro-5-ethyl-2-methoxyphenyl)piperazin-1-yl)ethyl)cyclohexyl)-3-methoxypropanamide ClC=1C(=C(C=C(C1)CC)N1CCN(CC1)CC[C@@H]1CC[C@H](CC1)NC(CCOC)=O)OC